3-Aminopropyldimethoxymethylsilan NCCC[SiH2]C(OC)OC